NC=1NC(C=2N=CN(C2N1)[C@@H]1O[C@]([C@H]([C@@H]1F)O)(C=C)CO)=O 2-amino-9-((2R,3S,4R,5R)-3-fluoro-4-hydroxy-5-(hydroxymethyl)-5-vinyltetrahydrofuran-2-yl)-1,9-dihydro-6H-purin-6-one